(S)-(4-(4,7-difluorobenzo[d]oxazol-2-yl)-6,7-dihydro-1H-imidazo[4,5-c]pyridin-5(4H)-yl)(3-(difluoromethyl)-1-methyl-1H-1,2,4-triazol-5-yl)methanone FC1=CC=C(C2=C1N=C(O2)[C@H]2N(CCC1=C2N=CN1)C(=O)C1=NC(=NN1C)C(F)F)F